1-(4-(4-(4-(dimethylamino)piperidin-1-yl)-6-morpholino-1,3,5-triazin-2-yl)phenyl)-3-(1-oxo-1,3-dihydroisobenzofuran-5-yl)urea CN(C1CCN(CC1)C1=NC(=NC(=N1)N1CCOCC1)C1=CC=C(C=C1)NC(=O)NC=1C=C2COC(C2=CC1)=O)C